3-(6-methoxy-5-(1H-pyrazol-4-yl)pyridin-2-yl)-1-(3-methoxybenzyl)-8-(oxetane-3-carbonyl)-1,3,8-triazaspiro[4.5]decan-2-one COC1=C(C=CC(=N1)N1C(N(C2(C1)CCN(CC2)C(=O)C2COC2)CC2=CC(=CC=C2)OC)=O)C=2C=NNC2